4-(4-(carboxymethyl)-2,5-dihydroxybenzoylamino)nicotinic acid C(=O)(O)CC1=CC(=C(C(=O)NC2=CC=NC=C2C(=O)O)C=C1O)O